4-Ethoxystyren C(C)OC1=CC=C(C=C)C=C1